C(#N)C1=C(CC=2C=C(C(=O)O)C=CC2)C(=CC(=C1O)OC)C#N 3-(2,6-dicyano-3-hydroxy-4-methoxybenzyl)benzoic acid